O(P(OC1=C(C=C(C=C1)C(C)(C)C)C(C)(C)C)OP(OC1=C(C=C(C=C1)C(C)(C)C)C(C)(C)C)OC1=C(C=C(C=C1)C(C)(C)C)C(C)(C)C)C1=C(C=C(C=C1)C(C)(C)C)C(C)(C)C tetrakis(2,4-di-tert-butylphenyl) diphosphite